[3-(1,2,4-triazol-4-yl)-4-(trifluoromethyl)phenyl]methanone N=1N=CN(C1)C=1C=C(C=CC1C(F)(F)F)C=O